C(CC(O)(C(=O)[O-])CC(=O)[O-])(=S)[O-] thiocitrate